tert-butyl (S)-4-(3-((4-((2-(2-(2-(((1H-benzo[d][1,2,3]triazol-1-yl)methyl)amino)-2-oxoacetyl)pyrrolidin-1-yl)-2-oxoethyl)carbamoyl)quinolin-6-yl)oxy)propyl)piperazine-1-carboxylate N1(N=NC2=C1C=CC=C2)CNC(C(=O)[C@H]2N(CCC2)C(CNC(=O)C2=CC=NC1=CC=C(C=C21)OCCCN2CCN(CC2)C(=O)OC(C)(C)C)=O)=O